6-((1S,2R)-2-fluorocyclopropane-1-carboxamido)-4-((2-methoxy-3-(2-methyl-2H-1,2,3-triazol-4-yl)phenyl)amino)-N-(methyl-d3)pyridazine-3-carboxamide F[C@H]1[C@@H](C1)C(=O)NC1=CC(=C(N=N1)C(=O)NC([2H])([2H])[2H])NC1=C(C(=CC=C1)C1=NN(N=C1)C)OC